FC1=C(C=C(C=C1)CC(=O)OC)OCCOCCNC=1C=C2COC(C2=CC1)=O methyl 2-(4-fluoro-3-(2-(2-(1-oxo-1,3-dihydroisobenzofuran-5-ylamino) ethoxy)ethoxy) phenyl)acetate